C(#C)C1=NC=C(C(=N1)C)C1=C(C2=C(N=CN=C2N)N1)C1=CC=C(C=C1)OC1=NC=CC(=N1)C 6-(2-ethynyl-4-methylpyrimidin-5-yl)-5-(4-((4-methylpyrimidin-2-yl)oxy)phenyl)-7H-pyrrolo[2,3-d]pyrimidin-4-amine